3-HYDROXY-2,5-DIMETHYLPYRIDINE-4-CARBOXALDEHYDE OC=1C(=NC=C(C1C=O)C)C